1-hydroxycyclohexylphenyl-propanone oxiran-2-ylmethyl-9,9-bis(3-(methoxymethyl)-5-methyl-4-(oxiran-2-ylmethoxy)phenyl)-9H-fluorene-4-carboxylate O1C(C1)COC(=O)C1=CC=CC=2C(C3=CC=CC=C3C12)(C1=CC(=C(C(=C1)C)OCC1OC1)COC)C1=CC(=C(C(=C1)C)OCC1OC1)COC.OC1(CCCCC1)C(C(C)=O)C1=CC=CC=C1